C(C)(C)C1=C(NC2=CC=C(C=C12)C1CN(C1)C1COC1)C=1C=C(C=2N(C1)N=CN2)C 6-(3-isopropyl-5-(1-(oxetan-3-yl)azetidin-3-yl)-1H-indol-2-yl)-8-methyl-[1,2,4]triazolo[1,5-a]pyridine